C(C)(=O)C=1C=C(C=CC1)NC(=O)NC=1C(=C2C(N(C=NC2=CC1)CCOC)=O)C1CCCCC1 1-(3-acetylphenyl)-3-(5-cyclohexyl-3-(2-methoxyethyl)-4-oxo-3,4-dihydroquinazolin-6-yl)urea